N2-Ethyl-N4,N4-Dimethylquinazoline-2,4-diamine C(C)NC1=NC2=CC=CC=C2C(=N1)N(C)C